5-(4-(2-(2,5-dimethylthiophen-3-yl)benzo[b]thiophen-3-yl)-5-methylthiophen-2-yl)quinolin-8-ol CC=1SC(=CC1C1=C(C2=C(S1)C=CC=C2)C=2C=C(SC2C)C2=C1C=CC=NC1=C(C=C2)O)C